3-(4-chlorophenyl)-1,2,4-thiadiazol-5(4H)-one ClC1=CC=C(C=C1)C1=NSC(N1)=O